FC1=C(C(=CC=2SC(=CC21)C(C[C@@H](C(=O)OCC)C)=O)OC)OCCCOC=2C(=C1CN(CC1=CC2OC)C(C[C@@H](C(=O)OC)C)=O)F Ethyl (S)-4-(4-fluoro-5-(3-((4-fluoro-6-methoxy-2-((S)-4-methoxy-3-methyl-4-oxobutanoyl)isoindolin-5-yl)oxy)propoxy)-6-methoxybenzo[b]thiophen-2-yl)-2-methyl-4-oxobutanoate